ClC1=CC2=C(N=CN(C2=O)CC2(CCN(CC2)C(C2=CC=C(C=C2)Cl)=O)O)N1C1=CC=C(C=C1)C1COCC(N1C(=O)OC(C)(C)C)(C)C tert-butyl 5-(4-(6-chloro-3-((1-(4-chlorobenzoyl)-4-hydroxypiperidin-4-yl)methyl)-4-oxo-3,4-dihydro-7H-pyrrolo[2,3-d]pyrimidin-7-yl)phenyl)-3,3-dimethylmorpholine-4-carboxylate